[Si](C)(C)(C(C)(C)C)OCCN1N=CC(=C1)C=1OC2=C(C=C(C=C2C(C1C)=O)C)[C@@H](C)NC=1C(=NC(=CC1)Cl)C#N 3-[[(1R)-1-[2-[1-[2-[tert-Butyl(dimethyl)silyl]oxy-ethyl]pyrazol-4-yl]-3,6-dimethyl-4-oxo-chromen-8-yl]ethyl]amino]-6-chloro-pyridine-2-carbonitrile